(4-(oxetan-3-yl)piperazin-1-yl)methanone O1CC(C1)N1CCN(CC1)C=O